methyl((8-((2,6-dimethylbenzyl)amino)-2,3-dimethylimidazo[1,2-a]pyridin-6-yl)carbamoyl)glycinate hydrochloride Cl.CN(CC(=O)O)C(NC=1C=C(C=2N(C1)C(=C(N2)C)C)NCC2=C(C=CC=C2C)C)=O